C(C(C)C)C1=C(C(=CS1)C1=CC(=C(C=C1)CN1C(=NC=C1)C)C)C 5-isobutyl-4-methyl-3-(3-methyl-4-((2-methyl-1H-imidazol-1-yl)methyl)phenyl)thiophene